(bicyclo[1.1.1]pentan-1-yl)acetamide C12(CC(C1)C2)CC(=O)N